(2-[(3-hydroxy-1,6-dimethyl-4-oxo-1,4-dihydro-pyridin-2-ylmethyl)-carbamoyl]-ethyl)-heptanedioic acid bis-[(3-hydroxy-1,6-dimethyl-4-oxo-1,4-dihydro-pyridin-2-ylmethyl)-amide] OC1=C(N(C(=CC1=O)C)C)CNC(C(CCCCC(=O)NCC=1N(C(=CC(C1O)=O)C)C)CCC(NCC=1N(C(=CC(C1O)=O)C)C)=O)=O